ClC1=CC=C(C=C1)[C@@]1(N(C(C2=CC(=CC=C12)C(CN1CCN(CC1)C)(C)O)=O)CC1=NC=C(C=C1)Cl)OC (3R)-3-(4-Chlorophenyl)-2-[(5-chloropyridin-2-yl)methyl]-6-[2-hydroxy-1-(4-methylpiperazin-1-yl)propan-2-yl]-3-methoxy-2,3-dihydro-1H-isoindol-1-on